FC=1C(=C2CCCC2=C(C1)[C@@H]1NCCC1)C=1N=C2SC3=C(N2C1)C=CC(=C3)C(=O)NCCCN3CCC(CC3)F (R)-2-(5-fluoro-7-(pyrrolidin-2-yl)-2,3-dihydro-1H-inden-4-yl)-N-(3-(4-fluoropiperidin-1-yl)propyl)benzo[d]imidazo[2,1-b]thiazole-7-carboxamide